C1(CC1)CNC1=NC(=CC2=C1N=C(N=C2)SC)C2=C(C(=CC=C2)OC([2H])([2H])[2H])F N-(cyclopropylmethyl)-6-(2-fluoro-3-(methoxy-d3)phenyl)-2-(methylthio)pyrido[3,4-d]pyrimidine-8-amine